C(C)(=O)NCCCCCC(=O)SCCNC(CCNC([C@@H](C(COP(OP(OC[C@@H]1[C@H]([C@H]([C@@H](O1)N1C=NC=2C(N)=NC=NC12)O)OP(=O)(O)O)(=O)O)(=O)O)(C)C)O)=O)=O 6-acetamidohexanoyl-coenzyme A